(R)-4-((3S,5R,8R,9S,10S,13R,14S,17R)-3-((E)-2,6-difluorostyryl)-3-hydroxy-10,13-dimethylhexadecahydro-1H-cyclopenta[a]phenanthren-17-yl)pentanoic acid FC1=C(/C=C/[C@@]2(CC[C@@]3([C@H]4CC[C@@]5([C@H](CC[C@H]5[C@@H]4CC[C@@H]3C2)[C@@H](CCC(=O)O)C)C)C)O)C(=CC=C1)F